6-(4-methylpiperazin-1-yl)pyridin CN1CCN(CC1)C1=CC=CC=N1